(1-((4-bromo-3-chlorophenylsulfonyl)methyl)cyclobutyl)methanol Tert-butyl-{6-[({[(1-methyl-1H-tetrazol-5-yl)(phenyl)methylen]amino}oxy)methyl]pyridin-2-yl}carbamat C(C)(C)(C)N(C(=O)OCC1(CCC1)CS(=O)(=O)C1=CC(=C(C=C1)Br)Cl)C1=NC(=CC=C1)CON=C(C1=CC=CC=C1)C1=NN=NN1C